ethyl 3-chloro-1-(1-(methylsulfonyl)ethyl)-1H-pyrazole-4-carboxylate ClC1=NN(C=C1C(=O)OCC)C(C)S(=O)(=O)C